8-(6-(6-fluoroquinazolin-4-yl)-5,6,7,8-tetrahydro-1,6-naphthyridin-3-yl)-5-methyl-2-oxa-5,8-diazaspiro[3.5]nonane FC=1C=C2C(=NC=NC2=CC1)N1CC=2C=C(C=NC2CC1)N1CCN(C2(COC2)C1)C